Tri(2,2-bis(bromomethyl)-3-bromopropyl) phosphate P(=O)(OCC(CBr)(CBr)CBr)(OCC(CBr)(CBr)CBr)OCC(CBr)(CBr)CBr